FC1(CN(C1)C(C(=C)F)=O)COC(=O)N1CCC(CC1)NC1=CC(=NC=2N1N=CC2C(C)C)C2CC2 4-((5-cyclopropyl-3-isopropylpyrazolo[1,5-a]pyrimidin-7-yl)amino)piperidine-1-carboxylic acid (3-fluoro-1-(2-fluoroacryloyl)azetidine-3-yl)methyl ester